ClC=1C=C(C=CC1)CCN1C[C@H](CCC1)CCC1=CC=C(C=C1)S(=O)(=O)C (S)-1-(3-chlorophenyl-ethyl)-3-(4-(methylsulfonyl)phenethyl)piperidine